C(CCCCCC(=O)O)(=O)SCCNC(CCNC([C@@H](C(COP(OP(OC[C@@H]1[C@H]([C@H]([C@@H](O1)N1C=NC=2C(N)=NC=NC12)O)OP(=O)(O)O)(=O)O)(=O)O)(C)C)O)=O)=O Pimeloyl-coA